8-(tert-butyl)-3-nitro-5,6,7,8-tetrahydroquinoline C(C)(C)(C)C1CCCC=2C=C(C=NC12)[N+](=O)[O-]